rac-2-(5-{(1R,3R)-3-amino-1-[2-chloro-6-(difluoromethoxy)phenyl]-6-fluoro-2,3-dihydro-1H-cyclopenta[4,5]imidazo[1,2-a]pyridin-7-yl}-4-methylpyrimidin-2-yl)propan-2-ol N[C@@H]1C[C@@H](C2=C1N=C1N2C=C(C(=C1)F)C=1C(=NC(=NC1)C(C)(C)O)C)C1=C(C=CC=C1OC(F)F)Cl |r|